C(C)(=O)O[C@@H]1COCC[C@H]1NC1=NN2C(C=N1)=CN=C2C(C)C (3S,4R)-4-({7-isopropylimidazo[4,3-f][1,2,4]triazin-2-yl}amino)oxan-3-yl acetate